CN1N=CC(=C1)C=1C=2N(C=C(N1)C1=CC=C(C=C1)C(F)(F)F)N=C(N2)N[C@H](CO)C (S)-2-((8-(1-methyl-1H-pyrazol-4-yl)-6-(4-(trifluoromethyl)phenyl)-[1,2,4]triazolo[1,5-a]pyrazin-2-yl)amino)propan-1-ol